CC=1C=C(C(=C(C1)O)O)O 5-methyl-1,2,3-benzenetriol